OB1OCC2=C1C=C(C=C2)C(=O)N[C@H](C(=O)NCCC(=O)ON2C(CCC2=O)=O)[C@H](C)NC(=O)C=2C=CC1=C(B(OC1)O)C2 2,5-dioxopyrrolidin-1-yl 3-((2S,3S)-2,3-bis(1-hydroxy-1,3-dihydrobenzo[c][1,2]oxaborole-6-carboxamido)butanamido)propanoate